N=1N=CN(C1)C1=CC(=C2C=NNC2=C1)NCCCNC(CCNCC1=CC(=CC=C1)CC#N)=O N-(3-((6-(4H-1,2,4-triazol-4-yl)-1H-indazol-4-yl)amino)propyl)-3-((3-(cyanomethyl)benzyl)amino)propanamide